C(CCC)OC(CCC1CC(CC(C1)CCC(=O)OCCCC)CCC(=O)OCCCC)=O tri(n-butyl)-cyclohexane-1,3,5-tripropionate